FC=1C=C(C(C(=O)N(C)OC)=CC1F)C(=O)N(C)OC 4,5-difluoro-N1,N2-dimethoxy-N1,N2-dimethyl-phthalamide